Dimethyl dicarbonate C(=O)(OC)OC(=O)OC